7-bromo-3-(3,3-difluorobutyl)-5-(4-fluorophenyl)-8-methoxy-2,3,4,5-tetrahydrobenzo[b][1,4]thiazepine 1,1-dioxide BrC1=CC2=C(S(CC(CN2C2=CC=C(C=C2)F)CCC(C)(F)F)(=O)=O)C=C1OC